C12CCC#CCCC2C1 endo-bicyclo[6.1.0]non-4-yne